OCC(C(=O)N[C@@H]1CN(C[C@H]1C=1C=NC(=CC1)C)C)(C)C trans-3-hydroxy-2,2-dimethyl-N-(1-methyl-4-(6-methylpyridin-3-yl)pyrrolidin-3-yl)propionamide